C(C)(C)(C)OC(=O)N1CC2(CCN3N=C(C=C32)O)CC1 tert-butyl-2'-hydroxy-5',6'-dihydrospiro[pyrrolidine-3,4'-pyrrolo[1,2-b]pyrazole]-1-carboxylate